COC(CC1CCCCC1)=O (1S,4s)-4-(2-methoxy-2-oxoethyl)cyclohexane